O.O.O.C([O-])([O-])=O.[Mg+2] magnesium carbonate tri-hydrate